C1(CC1)OC1=NC=C(C=C1B1OC(C(O1)(C)C)(C)C)OC 2-(cyclopropoxy)-5-methoxy-3-(4,4,5,5-tetramethyl-1,3,2-dioxaborolan-2-yl)pyridine